CC(C#C)N(CCN1N=C2C(CN([C@@H](C2)C)C(C2=CC(=C(C=C2)Cl)C#N)=O)=C1C(=O)OCC)C(=O)OC(C)(C)C ethyl (6R)-2-(2-(but-3-yn-2-yl(tert-butoxycarbonyl)amino)ethyl)-5-(4-chloro-3-cyanobenzoyl)-6-methyl-4,5,6,7-tetrahydro-2H-pyrazolo[4,3-c]pyridine-3-carboxylate